2-((3-isopropyl-5-(trifluoromethoxy)benzyl)amino)pyrimidine-5-carboxylic acid C(C)(C)C=1C=C(CNC2=NC=C(C=N2)C(=O)O)C=C(C1)OC(F)(F)F